ClC1=NN2C(N=CC3=C2[C@@](C[C@H]3C(=O)NC=3C=NC(=C(C3)Cl)N3N=CC=N3)(C3=NN(C=C3)C)C)=C1 (6R,8R)-2-chloro-N-(5-chloro-6-(2H-1,2,3-triazol-2-yl)pyridin-3-yl)-8-methyl-8-(1-methyl-1H-pyrazol-3-yl)-7,8-dihydro-6H-cyclopenta[e]pyrazolo[1,5-a]pyrimidine-6-carboxamide